propyl (S)-2-amino-3-(3,4-dihydroxyphenyl)-2-methylpropanoate N[C@](C(=O)OCCC)(CC1=CC(=C(C=C1)O)O)C